N1N=C(C=2C1=CN=CC2)C(=O)N 1H-pyrazolo[3,4-c]Pyridine-3-carboxamide